CC1=CC(=[O+]C2=CC(=CC=C12)N(C)C)C1=CC=CC=C1 4-methyl-7-dimethylaminoflavylium